C(C1=CC=CC=C1)OC1=C(N)C(=CC(=C1)Br)F 2-(benzyloxy)-4-bromo-6-fluoroaniline